FC1(C(OC(C(O1)(F)F)(F)F)=O)F perfluorodioxanone